C(C1=CC=CC=C1)N(C1CC2=C(N(N=C2CC1)C1=NC=CC=C1F)O)C 5-(Benzylmethylamino)-2-(3-fluoropyridin-2-yl)-4,5,6,7-tetrahydro-2H-indazol-3-ol